L-alanyl-L-prolylamide N[C@@H](C)C(=O)N1[C@@H](CCC1)C(=O)[NH-]